1-(3-(Cyanomethyl)-1-((2,2,2-trifluoroethyl)sulfonyl)azetidin-3-yl)-4-(7H-pyrrolo[2,3-d]pyrimidin-4-yl)-1H-pyrazole-3-carboxamide C(#N)CC1(CN(C1)S(=O)(=O)CC(F)(F)F)N1N=C(C(=C1)C=1C2=C(N=CN1)NC=C2)C(=O)N